trans-morpholine-4-carboxylic acid azetidin-3-yl ester bis-trifluoroacetate salt FC(C(=O)O)(F)F.FC(C(=O)O)(F)F.N1CC(C1)OC(=O)N1CCOCC1